4-(8-(benzyl(methyl)amino)-2,6-bis(bis(2-methoxyethyl)amino)pyrimido[5,4-d]pyrimidin-4-yl)-1-methylpiperazin-2-one C(C1=CC=CC=C1)N(C1=NC(=NC2=C1N=C(N=C2N2CC(N(CC2)C)=O)N(CCOC)CCOC)N(CCOC)CCOC)C